FC([C@@]1(COCC2=CC=C(C=C12)C(=O)O)F)F (R)-4-(difluoromethyl)-4-fluoroisochroman-6-carboxylic acid